[Na+].C(CCCCCCCCCCC)(=O)C(C(=O)[O-])(C)NC Lauroyl-methylaminopropionic acid sodium salt